(2S)-2-[[ethyl(isopropyl)carbamoyl]amino]-4-[2-isopropoxyethyl-[4-(5,6,7,8-tetrahydro-1,8-naphthyridin-2-yl)butyl]amino]butanoic acid C(C)N(C(=O)N[C@H](C(=O)O)CCN(CCCCC1=NC=2NCCCC2C=C1)CCOC(C)C)C(C)C